(E)-2-[p-(methylthio)styryl]quinoline CSC1=CC=C(/C=C/C2=NC3=CC=CC=C3C=C2)C=C1